3-(2,5-dimethyl-1H-pyrrol-1-yl)-1,4-dimethyl-1H-pyrazole CC=1N(C(=CC1)C)C1=NN(C=C1C)C